C(C)C1(COC1)COCC1OC1 (([3-ethyloxetan-3-yl]methoxy)methyl)oxirane